Methyl-6-nitro-1',2',3',6'-tetrahydro-3,4'-bipyridine HCl salt Cl.CC1=NC(=CC=C1C=1CCNCC1)[N+](=O)[O-]